C(N)(=N)C1=CC=C(C=C1)CSC1=C(C(=NN1C(=O)C=1C(=C(C(=O)O)C=CC1)Cl)C1N(C(C1)=O)S(=O)(=O)C)C#N 3-(5-{[(4-carbamimidoylphenyl)methyl]sulfanyl}-4-cyano-3-(1-methanesulfonyl-4-oxoazetidin-2-yl)-1H-pyrazole-1-carbonyl)-2-chlorobenzoic acid